cyclopropylpyrrol C1(CC1)C=1NC=CC1